(S)-6-((2-(3-(Aminomethyl)pyrrolidin-1-yl)-1H-benzo[d]imidazol-1-yl)methyl)nicotinonitril-hydrochlorid Cl.NC[C@H]1CN(CC1)C1=NC2=C(N1CC1=NC=C(C#N)C=C1)C=CC=C2